COC(C)(C)C1CCN(CC1)C1=CC=C(C(=N1)C)N 6-(4-(2-methoxypropane-2-yl)piperidin-1-yl)-2-methylpyridin-3-amine